(S)-5-(3-(((S)-3-(methylamino)-1-phenylpropoxy)methyl)phenyl)-1,2,3,3a,4,5-hexahydro-6H-benzo[f]pyrrolo[1,2-a][1,4]diazepin-6-one CNCC[C@H](OCC=1C=C(C=CC1)N1C[C@H]2N(C3=C(C1=O)C=CC=C3)CCC2)C2=CC=CC=C2